Imidazo[4,5-b]Pyridine-5-carboxylic acid tert-butyl ester C(C)(C)(C)OC(=O)C1=CC=C2C(N1)=NC=N2